6-Hydroxyhexyl Vinyl Ether C(=C)OCCCCCCO